1,3-dimethylquinoxalin-2(1H)-one CN1C(C(=NC2=CC=CC=C12)C)=O